ClC=1C=C(N)C=C(C1)C1CC(OCC1)C 3-chloro-5-(2-methyltetrahydro-2H-pyran-4-yl)aniline